C1(CC1)N1N=CC(=C1)C1OCCC(C1)C=1C=C(C=2N(C(C(=C(N2)C)C)=O)C1)C1=C(C=C(C#N)C=C1)F 4-[7-[2-(1-cyclopropylpyrazol-4-yl)tetrahydropyran-4-yl]-2,3-dimethyl-4-oxo-pyrido[1,2-a]pyrimidin-9-yl]-3-fluoro-benzonitrile